C(C1=CC=CC=C1)OC(C1=C(C=C(C=C1)N(C(=O)[C@@H]1N(CCC1)S(=O)(=O)C1=C(C(=C(C(=C1F)F)F)F)F)CC1=CC=C(C=C1)C1CCCCC1)Cl)=O.COC1=C(C=C(C=2C(=C(C=CC12)OC)[2H])[2H])[2H] 1,6-dimethoxynaphthalene-2,4,5-d3 benzyl-(R)-2-chloro-4-(N-(4-cyclohexylbenzyl)-1-((perfluorophenyl)sulfonyl)pyrrolidine-2-carboxamido)benzoate